O=C1NC(CCC1N1C(C2=CC=C(C=C2C1=O)NCCCOC1=CC=C(C=C1)C(C)(C)C1=CC=C(OCC2=NC(=NO2)C(=O)N(C)C)C=C1)=O)=O 5-((4-(2-(4-(3-((2-(2,6-dioxopiperidin-3-yl)-1,3-dioxoisoindoline-5-yl)amino)propoxy)phenyl)propan-2-yl)phenoxy)methyl)-N,N-dimethyl-1,2,4-oxadiazole-3-carboxamide